1-(1-(6-Chloro-1-(pyridin-3-yl)-1H-indazol-3-yl)ethyl)-3-(furan-3-yl)-1H-pyridine ClC1=CC=C2C(=NN(C2=C1)C=1C=NC=CC1)C(C)N1CC(=CC=C1)C1=COC=C1